B(OCN1C(C(N(CC1)C)F)(F)F)([O-])[O-].[K+].[K+] potassium trifluoro-((4-methylpiperazin-1-yl) methyl) borate